P(=O)([O-])([O-])[O-].[Nb+5].P(=O)([O-])([O-])[O-].P(=O)([O-])([O-])[O-].P(=O)([O-])([O-])[O-].P(=O)([O-])([O-])[O-].[Nb+5].[Nb+5] niobium phosphate